(4-sulfonylphenyl)porphyrin S(=O)(=O)=C1CC=C(C=C1)C1=C2NC(=C1)C=C1C=CC(=N1)C=C1C=CC(N1)=CC=1C=CC(N1)=C2